α-(2-chlorobenzenesulfonyloxyimino)-4-methoxyphenyl-acetonitrile ClC1=C(C=CC=C1)S(=O)(=O)ON=C(C#N)C1=CC=C(C=C1)OC